N-[6-(difluoromethyl)-2-pyridyl]-2-[1-[2-[4-[4-(2,6-dioxo-3-piperidyl)-2-fluoro-phenyl]-1-piperidyl]acetyl]-4-piperidyl]-7-isopropoxy-imidazo[1,2-a]pyridine-6-carboxamide FC(C1=CC=CC(=N1)NC(=O)C=1C(=CC=2N(C1)C=C(N2)C2CCN(CC2)C(CN2CCC(CC2)C2=C(C=C(C=C2)C2C(NC(CC2)=O)=O)F)=O)OC(C)C)F